N1CC(CC1)C(=O)OCC=O 2-oxoethyl pyrrolidine-3-carboxylate